ClC=1C=C2C(=NC1N1N=CC=N1)N(C=C2C(=O)C2C[C@H](N([C@@H](C2)C)C2=NC=C(C=C2I)F)C)C2CN(C2)C(=O)OC(C)(C)C tert-butyl 3-{5-chloro-3-[(2R,6R)-1-(5-fluoro-3-iodopyridin-2-yl)-2,6-dimethylpiperidine-4-carbonyl]-6-(2H-1,2,3-triazol-2-yl)-1H-pyrrolo[2,3-b]pyridin-1-yl}azetidine-1-carboxylate